COC1=NC=C(N=C1OC)C1=CC=CC=C1 2,3-dimethoxy-5-phenylpyrazine